C(C(C)(C)C)OC(C(=C)NC(C(=C)N1C(C2=CC=CC(=C2C1)C1=CC=C(C=C1)NC(C)=O)=O)=O)=O.BrC1=NN(C=C1)COCC[Si](C)(C)C 2-[(3-bromopyrazol-1-yl)methoxy]ethyl-trimethyl-silane neopentyl-2-(2-(4-(4-acetamidophenyl)-1-oxoisoindolin-2-yl)acrylamido)acrylate